4-[(3-Aminopropylamino)methyl]-N-[4-[4-[6-(cyclopropoxy)-4-(trifluoromethyl)-2-pyridyl]piperazin-1-yl]sulfonylphenyl]benzamide NCCCNCC1=CC=C(C(=O)NC2=CC=C(C=C2)S(=O)(=O)N2CCN(CC2)C2=NC(=CC(=C2)C(F)(F)F)OC2CC2)C=C1